(2E,6E,10E,14E,18E,22E)-3,7,11,15,19,23,27-heptamethyl-5,13-bis(phenyl sulfonyl)octacosa-2,6,10,14,18,22,26-heptaenyl acetate C(C)(=O)OC\C=C(\CC(\C=C(\CC\C=C(\CC(\C=C(\CC\C=C(\CC\C=C(\CCC=C(C)C)/C)/C)/C)S(=O)(=O)C1=CC=CC=C1)/C)/C)S(=O)(=O)C1=CC=CC=C1)/C